3,4-diethoxyphenylacetamide C(C)OC=1C=C(C=CC1OCC)CC(=O)N